(S)-1-cyclopropyl-3-((5-fluoro-2-(2-methoxy-7-methylquinoxalin-5-yl)-7,8-dihydrobenzofuro[5,4-d]thiazol-7-yl)methyl)urea C1(CC1)NC(=O)NC[C@H]1OC2=C(C1)C1=C(N=C(S1)C1=C3N=CC(=NC3=CC(=C1)C)OC)C=C2F